(S)-1-(5-(4-(trifluoromethyl)phenyl)-5,6,6a,7,9,10-hexahydro-8H-pyrazino[1,2-a]pyrido[3,2-e]pyrazin-8-yl)ethan-1-one FC(C1=CC=C(C=C1)N1C[C@@H]2N(C3=C1C=CC=N3)CCN(C2)C(C)=O)(F)F